6-(2-methyl-4-nitrophenoxy)benzo[c]isothiazole CC1=C(OC=2C=CC=3C(=NSC3)C2)C=CC(=C1)[N+](=O)[O-]